cis-2-[3-(8-cyano-quinolin-5-yl)-5-methyl-piperidin-1-yl]-N-(1-methyl-1H-pyrazol-4-yl)-acetamide C(#N)C=1C=CC(=C2C=CC=NC12)[C@@H]1CN(C[C@@H](C1)C)CC(=O)NC=1C=NN(C1)C